[Cl-].[NH4+].[NH4+].C[C@]12CC[C@H](C[C@@H]2[C@@H](CCC1)C)C(C)=O.[Cl-] |r| 1-((2RS,4aRS,8RS,8aRS)-4a,8-dimethyldecahydronaphthalen-2-yl)ethan-1-one diammonium chloride